F[C@H]1CN(C[C@H]1OC1=NC(=CC2=C1C=CN2CC(F)(F)F)NC=2SC(=CN2)C)C(C=C)=O 1-((3S,4R)-3-fluoro-4-((6-((5-methylthiazol-2-yl)amino)-1-(2,2,2-trifluoroethyl)-1H-pyrrolo[3,2-c]pyridin-4-yl)oxy)pyrrolidin-1-yl)prop-2-en-1-one